ClC1=C(C=CC(=C1)Cl)N1N=C(C(=C1C1=CC=C(C=C1)I)C)C(=O)NN1CCCCC1 1-(2,4-dichlorophenyl)-5-(4-iodophenyl)-4-methyl-N-(1-piperidyl)pyrazole-3-carboxamide